2,5-diamino-1,4-diaminobenzene NC1=C(C=C(C(=C1)N)N)N